C(#N)C[C@@H]1N(CCN(C1)C1=NC(=NC=2C[C@]3(CCC12)CC1=CC=CC=C1CC3)OC[C@H]3N(CCC3)C)C(=O)OC(C)(C)C tert-butyl (S)-2-(cyanomethyl)-4-((R)-2'-(((S)-1-methylpyrrolidin-2-yl)methoxy)-3,4,5',8'-tetrahydro-1H,6'H-spiro[naphthalene-2,7'-quinazolin]-4'-yl)piperazine-1-carboxylate